ClC=1C=C(C=C(C1)S(=O)(=O)C)C1=NN(C=C1C(=O)N)C1CCC(CC1)O (3-chloro-5-(methylsulfonyl)phenyl)-1-((1s,4s)-4-hydroxycyclohexyl)-1H-pyrazole-4-carboxamide